4-amino-2-(4-methylacrylamidophenyl)-N-methyl-3-(4-((4-methylpyrimidin-2-yl)oxy)phenyl)thieno[3,2-c]pyridine-7-carboxamide NC1=NC=C(C2=C1C(=C(S2)C2=CC=C(C=C2)NC(C=CC)=O)C2=CC=C(C=C2)OC2=NC=CC(=N2)C)C(=O)NC